ClC1=CC(=NC(=C1)C1CNCCC1)C=1C=NN2C1C=CC=C2 3-(4-chloro-6-(piperidin-3-yl)pyridin-2-yl)pyrazolo[1,5-a]pyridine